2-[2-[2-[2-[3-[2-(2,6-dioxo-3-piperidyl)-1,3-dioxo-isoindolin-5-yl]propoxy]ethoxy]ethoxy]ethoxy]ethyl 4-methylbenzenesulfonate CC1=CC=C(C=C1)S(=O)(=O)OCCOCCOCCOCCOCCCC=1C=C2C(N(C(C2=CC1)=O)C1C(NC(CC1)=O)=O)=O